NC(=C)C(CCCCCCCCCCCCCCC)O 2-amino-octadecen-3-ol